dibenzoylmethylene(cyclopentadiene) C(C1=CC=CC=C1)(=O)C(C(C1=CC=CC=C1)=O)=C1C=CC=C1